NCC(CCC(=O)O)=O 5-Amino-4-oxo-pentanoic acid